(R)-4-(4-((1-(3-(difluoromethyl)-2-(2-methoxyethoxy)phenyl)ethyl)amino)-7-(2-methoxyethoxy)-2-methylpyrido[2,3-d]pyrimidin-6-yl)tetrahydro-2H-thiopyran 1,1-dioxide FC(C=1C(=C(C=CC1)[C@@H](C)NC=1C2=C(N=C(N1)C)N=C(C(=C2)C2CCS(CC2)(=O)=O)OCCOC)OCCOC)F